5-(4-(2-(1-(1-(5-(dimethylamino)isoquinolin-3-yl)-1H-pyrrolo[2,3-c]pyridin-5-yl)piperidin-4-yl)ethyl)piperazin-1-yl)-2-(2,6-dioxopiperidin-3-yl)-6-fluoroisoindoline-1,3-dione CN(C1=C2C=C(N=CC2=CC=C1)N1C=CC=2C1=CN=C(C2)N2CCC(CC2)CCN2CCN(CC2)C=2C=C1C(N(C(C1=CC2F)=O)C2C(NC(CC2)=O)=O)=O)C